2-Phenoxyethylmethacrylat O(C1=CC=CC=C1)CCOC(C(=C)C)=O